Thiobis(3-methyl-6-tert-butylphenol) S(C1=C(C(=CC=C1C)C(C)(C)C)O)C1=C(C(=CC=C1C)C(C)(C)C)O